Methyl 4-Fluoro-3-phenyl-1,2-oxazole-5-carboxylate FC=1C(=NOC1C(=O)OC)C1=CC=CC=C1